2-phenoxy-6,7,8,9-tetrahydro-5H-pyrazino[2,3-d]azepine O(C1=CC=CC=C1)C=1C=NC2=C(CCNCC2)N1